urea propionate C(CC)(=O)O.NC(=O)N